N-(3',4',5'-trifluorobiphenyl-2-yl)-3-(chlorodifluoromethyl)-1-methylpyrazol-4-yl-carboxamide FC=1C=C(C=C(C1F)F)C1=C(C=CC=C1)NC(=O)C=1C(=NN(C1)C)C(F)(F)Cl